C(C)(C)(C)OC(=O)N[C@@H](C(C)C)C(=O)OC1CCN(CC1)C(C1=CC(=C(C=C1)C=1SC=C(C1)Br)Cl)=O 1-(4-(4-bromothiophen-2-yl)-3-chlorobenzoyl)piperidin-4-yl (tert-butoxycarbonyl)-L-valinate